FC=1C(=C(C(=O)NC)C=CC1)SC1=CC=C2C(=CN(C2=C1)C1OCCCC1)\C=C\C1=NC=C(C=C1)CN1CCCC1 3-fluoro-N-methyl-2-[3-[(trans)-2-[5-(pyrrolidin-1-ylmethyl)-2-pyridyl]vinyl]-1-tetrahydropyran-2-ylindol-6-yl]sulfanylbenzamide